benzyl (3S)-1-(2,2-dimethyl-1,3-dioxan-5-yl)-1,2,3,4-tetrahydro-β-carboline-3-carboxylate CC1(OCC(CO1)C1N[C@@H](CC=2C3=CC=CC=C3NC12)C(=O)OCC1=CC=CC=C1)C